(S)-4-chloro-2-((3-methylpiperidin-1-yl)methyl)-1,6-dihydro-7H-pyrrolo[2,3-c]pyridin-7-one ClC=1C2=C(C(NC1)=O)NC(=C2)CN2C[C@H](CCC2)C